C1(CC1)CN1CC2=C(CC1)NN=C2C(=O)N2CCC(CC2)C2=C(C(=CC=C2)F)C(F)(F)F (5-(cyclopropylmeth-yl)-4,5,6,7-tetrahydro-1H-pyrazolo[4,3-c]pyridin-3-yl)(4-(3-fluoro-2-(trifluoro-methyl)phenyl)piperidin-1-yl)methanone